Methyl 2-[[2,5-difluoro-4-[6-[[4-fluoro-6-(1-methylpyrazol-4-yl)-3-pyridyl]methoxy]-2-pyridyl]phenyl]methyl]-3-(4,4-dimethyltetrahydrofuran-3-yl)benzimidazole-5-carboxylate FC1=C(C=C(C(=C1)C1=NC(=CC=C1)OCC=1C=NC(=CC1F)C=1C=NN(C1)C)F)CC=1N(C2=C(N1)C=CC(=C2)C(=O)OC)C2COCC2(C)C